C(#N)COC1=CC=C(C=C1)C1=CC(=CC=C1)S(=O)(=O)N1CCC2(C[C@@H](CO2)NC[C@@H](COC=2C=C(C=CC2)S(=O)(=O)NC)O)CC1 3-((S)-3-((S)-8-(4'-(cyanomethoxy)biphenyl-3-ylsulfonyl)-1-oxa-8-azaspiro[4.5]decan-3-ylamino)-2-hydroxypropoxy)-N-methylbenzenesulfonamide